barium borate salt B([O-])([O-])[O-].[Ba+2].B([O-])([O-])[O-].[Ba+2].[Ba+2]